ClC=1C=C(COC(=O)N[C@H](C(=O)N[C@@H](CCC(=O)N2CCN(CC3=C2C=CC=C3)C(=O)OC(C)(C)C)CO)CC3CCCCC3)C=CC1 tert-Butyl 1-((S)-4-((S)-2-((((3-chlorobenzyl)oxy)carbonyl)amino)-3-cyclohexylpropanamido)-5-hydroxypentanoyl)-1,2,3,5-tetrahydro-4H-benzo[e][1,4]diazepine-4-carboxylate